(S)-2-(5-Bromo-3-methylthiophen-2-carboxamido)-N6-ethyl-N1-(1-(2-(2-adamantylamino)-2-oxoethyl)-2-oxo-1,2-dihydropyridin-3-yl)-5-oxohexandiamid BrC1=CC(=C(S1)C(=O)N[C@H](C(=O)NC=1C(N(C=CC1)CC(=O)NC1C2CC3CC(CC1C3)C2)=O)CCC(C(=O)NCC)=O)C